4-(5-Amino-2-fluorophenyl)piperazine-1-carboxylic acid tert-butyl ester C(C)(C)(C)OC(=O)N1CCN(CC1)C1=C(C=CC(=C1)N)F